FC1(CCN(CC1)C(=O)C=1C=NC2=C(C=CC=C2C1)B(O)O)F (3-(4,4-difluoropiperidine-1-carbonyl)quinolin-8-yl)boronic acid